[Na+].[Na+].FC1(C[C@H](NC1)C(=O)N1CC(C1)OC1=C(C=2O[B-](CCC2C=C1)(O)O)C(=O)O)F.FC1(C[C@H](NC1)C(=O)N1CC(C1)OC1=C(C=2O[B-](CCC2C=C1)(O)O)C(=O)O)F 8-{[1-(4,4-difluoro-L-prolyl)azetidin-3-yl]oxy}-4,4-dihydroxy-5-oxa-4-boranuidabicyclo[4.4.0]deca-1(6),7,9-triene-7-carboxylic acid disodium salt